1-((2,6-difluoropyridin-4-yl)methyl)-1H-pyrrole FC1=NC(=CC(=C1)CN1C=CC=C1)F